SC(CCO)(C)C 3-mercapto-3-methylbutanol